tris(4-(carbazole-9-yl)phenyl)amine C1=CC=CC=2C3=CC=CC=C3N(C12)C1=CC=C(C=C1)N(C1=CC=C(C=C1)N1C2=CC=CC=C2C=2C=CC=CC12)C1=CC=C(C=C1)N1C2=CC=CC=C2C=2C=CC=CC12